2-cyano-3,5-difluoropyridine C(#N)C1=NC=C(C=C1F)F